COC1=C(C=C(C=C1)C1=CC=CC(=N1)C1C(B(OC1)O)C)OCCC 4-(6-(4-methoxy-3-propoxyphenyl)pyridin-2-yl)-3-methyl-1,2-oxaborolan-2-ol